CN1C(OC2=C1C=CC(=C2)C2NC(COC2)(C)C)=O 3-Methyl-6-(5,5-dimethylmorpholin-3-yl)-1,3-benzoxazol-2-one